BisTMS sulfate S(=O)(=O)(O[Si](C)(C)C)O[Si](C)(C)C